ClC1=C(C=C(C=C1)C1=NN(C(=N1)CC(=O)N[C@H]1C[C@@H](C2=CC=CC=C12)O)CC)F 2-[3-(4-chloro-3-fluorophenyl)-1-ethyl-1H-1,2,4-triazol-5-yl]-N-[(1S,3S)-3-hydroxy-2,3-dihydro-1H-inden-1-yl]acetamide